6-Chloro-1,1-dimethyl-2,3-dihydro-1H-inden-2-amine hydrochloride Cl.ClC1=CC=C2CC(C(C2=C1)(C)C)N